C1C2C(O2)CC3C1O3 1,5-diepoxycyclohexane